FC=1C=C(C(=NC1)C1=CC(=CN1C)C(=O)OC)OCC1=CC(=CC(=C1)SC)F methyl 5-(5-fluoro-3-{[3-fluoro-5-(methylsulfanyl) phenyl]methoxy}pyridin-2-yl)-1-methylpyrrole-3-carboxylate